N6-(2-methoxy-4-(morpholinosulfonyl)phenyl)-N4-(2-(methylsulfonyl)ethyl)-3-(trifluoromethyl)-1H-pyrrolo[2,3-b]pyridine-4,6-diamine COC1=C(C=CC(=C1)S(=O)(=O)N1CCOCC1)NC=1C=C(C2=C(N1)NC=C2C(F)(F)F)NCCS(=O)(=O)C